CC1CC(C1)C1=NC=C(C(=N1)OC1=CC=CC=C1)C(=O)N[C@@H](C)\C=C\S(=O)(=O)C 2-((1S,3R)-3-methylcyclobutyl)-N-((S,E)-4-(methylsulfonyl)but-3-en-2-yl)-4-phenoxypyrimidine-5-carboxamide